(3S)-1-(2-{[(2r,7as)-2-fluoro-hexahydro-1H-pyrrolizin-7a-yl]methoxy}-7-(8-ethynyl-7-fluoro-3-hydroxynaphthalen-1-yl)-8-fluoroquinazolin-4-yl)piperidin-3-ol F[C@@H]1C[C@@]2(CCCN2C1)COC1=NC2=C(C(=CC=C2C(=N1)N1C[C@H](CCC1)O)C1=CC(=CC2=CC=C(C(=C12)C#C)F)O)F